FC(C(=O)[O-])(F)F.[NH2+]1CCCCC1 piperidin-1-ium 2,2,2-trifluoroacetate